O[C@@H]1CC[C@@]2([C@H]3CC[C@@]4([C@H](CC[C@H]4[C@@H]3[C@@H](C[C@@H]2C1)O)[C@@H](CCC(=O)O)C)C)C (4R)-4-[(3R,5S,7R,8R,9S,10S,13R,14S,17R)-3,7-dihydroxy-10,13-dimethyl-2,3,4,5,6,7,8,9,11,12,14,15,16,17-tetradecahydro-1H-cyclopenta[a]phenanthren-17-yl]pentanoic acid